7-hydroxy-8-(5-methyl-2-(prop-1-en-2-yl)phenyl)-2-(2-oxopropyl)-5-pentyl-2-phenyl-4H-benzo[d][1,3]dioxin-4-one OC=1C=C(C2=C(OC(OC2=O)(C2=CC=CC=C2)CC(C)=O)C1C1=C(C=CC(=C1)C)C(=C)C)CCCCC